7-(5-(1-methyl-1H-indazol-5-yl)-1H-pyrrolo[2,3-b]pyridin-4-yl)-2,7-diazaspiro[4.4]nonan-1-one CN1N=CC2=CC(=CC=C12)C=1C(=C2C(=NC1)NC=C2)N2CC1(CCNC1=O)CC2